CN1CCCN2CCN=C12 5-methyl-1,5,7-triaza-bicyclo[4.3.0]non-6-ene